8-chloro-2-methyl-5-((2-(3-(5-methyl-6-oxo-1,6-dihydropyridazin-4-yl)propyl)-2-azaspiro[3.3]heptan-6-yl)methyl)phthalazin-1(2H)-one ClC=1C=CC(=C2C=NN(C(C12)=O)C)CC1CC2(CN(C2)CCCC=2C=NNC(C2C)=O)C1